6-(4-(5-((7-Cyclopropyl-4-oxo-3,4-dihydrophthalazin-1-yl)methyl)-2-fluorobenzoyl)piperazin-1-yl)nicotinonitrile C1(CC1)C1=CC=C2C(NN=C(C2=C1)CC=1C=CC(=C(C(=O)N2CCN(CC2)C2=NC=C(C#N)C=C2)C1)F)=O